(E)-4-((2-((1-(3-chlorophenyl)-2,5-dioxopyrrolidin-3-ylidene)methyl)phenoxy)methyl)benzonitrile ClC=1C=C(C=CC1)N1C(\C(\CC1=O)=C\C1=C(OCC2=CC=C(C#N)C=C2)C=CC=C1)=O